(S)-2-amino-3-(4-(4-((1-(isopropoxycarbonyl)piperidine-4-yl)(methyl)amino)thieno[3,2-d]pyrimidine-7-yl)phenyl)propionic acid hydrochloride Cl.N[C@H](C(=O)O)CC1=CC=C(C=C1)C1=CSC2=C1N=CN=C2N(C)C2CCN(CC2)C(=O)OC(C)C